4-propoxymethoxy-1-methylbutylmagnesium bromide C(CC)OCOCCCC(C)[Mg]Br